C(C)(C)(C)C1=CC=C(OCC(CO)O)C=C1 3-(p-tert-butylphenoxy)-1,2-propanediol